(E)-3-nitrocinnamic acid [N+](=O)([O-])C=1C=C(/C=C/C(=O)O)C=CC1